S1C(=CC=C1C1=C(N=C(O1)CC)C1=C(C=C(C=C1)Cl)Cl)C=1SC=CC1 ([2,2'-bithiophene]-5-yl)-4-(2,4-dichlorophenyl)-2-ethyl-oxazole